C1(CCCC1)N1C[C@@]([C@@H](C1)C1=CC=C(C=C1)OC)(F)C(=O)C1(CC=C(C=C1)OC)C1NCCC1 2-[(3s,4r)-1-{[(3r,4r)-1-cyclopentyl-3-fluoro-4-(4-methoxyphenyl)pyrrolidin-3-yl]carbonyl}-4-methoxyphenyl]pyrrolidine